SC=1NC(=CN1)S 2,5-dimercaptoimidazole